CCOCCOCCOCCOCCOCCOCCOCCOCCOCCOCCOCCC(=O)N 3,6,9,12,15,18,21,24,27,30,33-undecaoxahexatriacontan-36-amide